4-bromo-6-methyl-2-[4-(trifluoromethyl)phenyl]pyridazin-3-one BrC=1C(N(N=C(C1)C)C1=CC=C(C=C1)C(F)(F)F)=O